C(=O)(O)OOC(=O)O.ClC1=NC(=CC(=N1)N1CCN(CC1)C1=C(C=C(C=N1)N1C(O[C@H](C1)CNC(C)=O)=O)F)Cl (S)-N-((3-(6-(4-(2,6-dichloropyrimidin-4-yl)piperazin-1-yl)-5-fluoropyridin-3-yl)-2-oxazolidinone-5-yl)methyl)acetamide peroxy-dicarbonat